Cl.Cl.C(N1N=CC(=C1)C=1C=CC(=C(C1)O)C=1C=C2C(=NN1)N(N=C2)C2CC(NC(C2)(C)C)(C)C)([2H])([2H])[2H] 5-[1-(2H3)-Methyl-1H-pyrazol-4-yl]-2-[1-(2,2,6,6-tetramethylpiperidin-4-yl)-1H-pyrazolo[3,4-c]pyridazin-5-yl]phenol-Dihydrochlorid